tert-Butyl-2-(2-fluoropyridin-4-yl)-4-oxo-3-(phenylamino)-1,4,6,7-tetrahydro-5H-pyrrolo[3,2-c]pyridine-5-carboxylate C(C)(C)(C)OC(=O)N1C(C2=C(CC1)NC(=C2NC2=CC=CC=C2)C2=CC(=NC=C2)F)=O